2'-fluoro-3-chloro-2-methylbenzophenone FC1=C(C=CC=C1)C(C1=C(C(=CC=C1)Cl)C)=O